Cl.N[C@H](C(=O)O)CC1C(NN(C1)C)=O (S)-2-amino-3-(1-methyl-3-oxopyrazolidin-4-yl)propanoic acid hydrochloride